(2S)-2-[4-[6-(3-cyclopropyl-1,2,4-triazol-1-yl)-2-azaspiro[3.3]heptane-2-carbonyl]piperazin-1-yl]-2-(4-fluorophenyl)-N-methyl-acetamide C1(CC1)C1=NN(C=N1)C1CC2(CN(C2)C(=O)N2CCN(CC2)[C@H](C(=O)NC)C2=CC=C(C=C2)F)C1